BrCC1=CC(=C(C=C1)C=1C(=CC=CC1)S(=O)(=O)N(COC)C1=NOC(=C1C)C)OCCC 4'-(bromomethyl)-N-(4,5-dimethylisoxazol-3-yl)-N-(methoxymethyl)-2'-propoxy-[1,1'-biphenyl]-2-sulfonamide